NC([C@H](CCC(=O)OC(C)(C)C)NC1=C(C=C(C=C1)Br)[N+](=O)[O-])=O tert-butyl (4S)-5-amino-4-(4-bromo-2-nitro-anilino)-5-oxo-pentanoate